N1(C=NC=C1)C=1C=C2C(=C(N1)C(=O)NC1CCC(CC1)CC(=O)O)NN=C2 2-((1r-4r)-4-(5-(1H-imidazol-1-yl)-1H-pyrazolo[3,4-c]pyridine-7-carboxamido)cyclohexyl)acetic acid